C(CCCCCCCCCCCCCC)(=O)N[C@@H](CCC(=O)O)C(=O)O N-n-pentadecanoyl-glutamic acid